4-(4-((1R,5S)-3,8-Diazabicyclo[3.2.1]octan-3-yl)-8-fluoro-2-((1-(pyrrolidin-1-ylmethyl)cyclopropyl)methoxy-d2)pyrido[4,3-d]pyrimidin-7-yl)-5-ethyl-6-fluoronaphthalen-2-ol [C@H]12CN(C[C@H](CC1)N2)C=2C1=C(N=C(N2)OC([2H])([2H])C2(CC2)CN2CCCC2)C(=C(N=C1)C1=CC(=CC2=CC=C(C(=C12)CC)F)O)F